1-{[3-fluoro-4-(1H-imidazol-1-yl)phenyl]methyl}-3-{4-[(4-methylpiperazin-1-yl)methyl]-3-(trifluoromethyl)phenyl}urea dihydrochloride Cl.Cl.FC=1C=C(C=CC1N1C=NC=C1)CNC(=O)NC1=CC(=C(C=C1)CN1CCN(CC1)C)C(F)(F)F